5-(2-hydroxyethyl)imidazole-2,4-dione OCCC=1C(NC(N1)=O)=O